N-(3-bromo-4-fluorophenyl)-N'-hydroxy-4-((2-(5-carbonyl-4,5-dihydro-1H-1,2,4-triazol-3-yl)ethyl)amino)-1,2,5-oxadiazole-3-carboxamidine BrC=1C=C(C=CC1F)NC(=NO)C1=NON=C1NCCC1=NNC(N1)=C=O